(25S)-cholest-5-en-7α,3β,24-S,27-tetraol C[C@@H](CO)C(CC[C@@H](C)[C@H]1CC[C@H]2[C@@H]3[C@@H](C=C4C[C@H](CC[C@]4(C)[C@H]3CC[C@]12C)O)O)O